1-(4-(4-Amino-7-isopropyl-7H-pyrrolo[2,3-d]pyrimidin-5-yl)phenyl)-3-(3-(perfluorobutan-2-yl)phenyl)urea NC=1C2=C(N=CN1)N(C=C2C2=CC=C(C=C2)NC(=O)NC2=CC(=CC=C2)C(C(F)(F)F)(C(C(F)(F)F)(F)F)F)C(C)C